FC1(CN(C1)CCC1C=2N(CCN1C(=O)C1=CC=C(C=C1)F)C(=NN2)C2=NC(=NS2)C)F (8-(2-(3,3-Difluoroazetidin-1-yl)ethyl)-3-(3-methyl-1,2,4-thiadiazol-5-yl)-5,6-dihydro-[1,2,4]triazolo[4,3-a]pyrazin-7(8H)-yl)(4-fluorophenyl)methanone